C(C)(C)(C)OC(=O)N1C2CC(CC1CC2)OCC2=C(C=C(C=C2)C(F)(F)F)F.C2(=CC=CC=C2)C2=NC(=CC(=C2)C2=C(C(=C(C(=C2F)F)F)F)F)C2=CC=CC=C2 2,6-diphenyl-4-(2,3,4,5,6-pentafluorophenyl)pyridine tert-butyl-3-[[2-fluoro-4-(trifluoromethyl)phenyl]methoxy]-8-azabicyclo[3.2.1]octane-8-carboxylate